CS(=O)(=O)C1=CC=C(CN2CCN(CC2)CCCC(CCCCB(O)O)C(=O)OCCN2CCOCC2)C=C1 4-(4-(methylsulfonyl)benzyl)piperazine-1-yl-5-((2-morpholinoethoxy)carbonyl)octylboronic acid